3,5-dibromo-4-methoxybenzoic acid BrC=1C=C(C(=O)O)C=C(C1OC)Br